NC=1C(=NON1)N1N=NC(=C1C(C)(C)C)C(=O)O 1-(4-amino-1,2,5-oxadiazol-3-yl)-5-tert-butyl-1,2,3-triazole-4-carboxylic acid